C(C)(C)(C)OC(N[C@H](C(=O)NCC=1C(=NC(=CC1)N)C)C)=O (S)-(1-(((6-amino-2-methylpyridin-3-yl)methyl)amino)-1-oxoPropan-2-yl)carbamic acid tert-butyl ester